3-[2-(N,2-Dimethylanilino)ethyl]-1H-indol-4-ol CN(C1=C(C=CC=C1)C)CCC1=CNC=2C=CC=C(C12)O